1-(pyridazin-4-yl)-5-(trifluoromethyl)-1H-pyrazole-4-carboxylic acid N1=NC=C(C=C1)N1N=CC(=C1C(F)(F)F)C(=O)O